FC1=C(OC2=C[C@@]3(C(CN(C3)C[C@H](O)C=3C=C4CCC(NC4=CC3)=O)=C2)O)C=CC=C1 6-((R)-2-((3aS,5S,6aR)-5-(2-fluorophenoxy)-3a-hydroxycyclopenta[c]pyrrol-2(1H)-yl)-1-hydroxyethyl)-3,4-dihydroquinolin-2(1H)-one